5alpha-androstan-3alpha-ol-17-one C[C@]12CC[C@H](C[C@@H]1CC[C@@H]3[C@@H]2CC[C@]4([C@H]3CCC4=O)C)O